[2-[4-[4-[[3-(2,3-difluoro-4-methoxy-phenyl)imidazo[1,2-a]pyrazin-8-yl]amino]-2-ethyl-phenyl]sulfonylpiperazin-1-yl]-2-oxo-ethyl]-trimethyl-ammonium FC1=C(C=CC(=C1F)OC)C1=CN=C2N1C=CN=C2NC2=CC(=C(C=C2)S(=O)(=O)N2CCN(CC2)C(C[N+](C)(C)C)=O)CC